FC=1C(=C(C=CC1F)C(=O)N1CC(C1)(O)C(CC(C)C)[N+](=O)[O-])NC1=C(C=C(C=C1)I)F 1-({3,4-difluoro-2-[(2-fluoro-4-iodophenyl)amino]Phenyl}carbonyl)-3-(3-methyl-1-nitrobutyl)azetidin-3-ol